FCOC=1C=C(C=CC1NCC#CC=1N(C2=CC=CC(=C2C1)NC1CCC(CC1)N1CCOCC1)CC(F)(F)F)S(=O)(=O)N 3-(fluoromethoxy)-4-{[3-(4-{[(1S,4S)-4-(morpholin-4-yl)cyclohexyl]amino}-1-(2,2,2-trifluoroethyl)-1H-indol-2-yl)prop-2-yn-1-yl]amino}benzene-1-sulfonamide